BrC1=NNC2=NC=NC(=C21)N2CCC(CC2)C(NCCN(CC)CC)C2=CC=C(C=C2)Cl N'-[[1-(3-bromo-1H-pyrazolo[3,4-d]pyrimidin-4-yl)piperidin-4-yl](4-chlorophenyl)methyl]-N,N-diethylethane-1,2-diamine